C[C@@H]1[C@@H]([C@@H]([C@H]([C@@H](O1)OC[C@@H]2[C@H]([C@@H]([C@H]([C@@H](O2)O[C@H]3CC[C@]4([C@H](C3(C)C)CC[C@@]5([C@@H]4CC=C6[C@]5(C[C@H]([C@@]7([C@H]6CC([C@H](C7)OC(=O)/C(=C/CC[C@@](C)(C=C)O[C@H]8[C@@H]([C@H]([C@@H]([C@H](O8)C)OC(=O)/C(=C/CC[C@](C)(C=C)O[C@H]9[C@@H]([C@H]([C@@H]([C@H](O9)C)OC(=O)/C(=C/CC[C@](C)(C=C)O[C@H]1[C@@H]([C@H]([C@@H]([C@H](O1)C)O)O)O)/C)O)O)/C)O)O)/C)(C)C)C(=O)O[C@H]1[C@@H]([C@H]([C@@H]([C@H](O1)CO)O)O)O[C@@H]1[C@H]([C@H]([C@@H]([C@H](O1)C)O[C@H]1[C@@H]([C@H]([C@@H](CO1)O)O)O)O)O)O)C)C)C)O[C@H]1[C@@H]([C@H]([C@@H]([C@H](O1)CO)O)O)O)O)O)O)O)O The molecule is a triterpenoid saponin isolated from the roots of of the Madagascan plant Albizia gummifera and has been shown to exhibit cytotoxicity against human ovarian cancer cell line. It has a role as an antineoplastic agent and a plant metabolite. It is an enoate ester, a pentacyclic triterpenoid and a triterpenoid saponin. It derives from a hydride of an oleanane.